N[C@@H](C(CC)CC)[C@@H]1[C@@H]([C@H](C[C@H]1NC(=O)OC(C)(C)C)C(=O)OC)O methyl (1S,2S,3S,4r)-3-((S)-1-amino-2-ethylbutyl)-4-((t-butoxycarbonyl) amino)-2-hydroxycyclopentane-1-carboxylate